Tert-butyl (1-(6-(N-(1-(2-cyclohexyl-5-methylphenoxy)cyclopropanecarbonyl)sulfamoyl)pyridin-2-yl)piperidin-4-yl)carbamate C1(CCCCC1)C1=C(OC2(CC2)C(=O)NS(=O)(=O)C2=CC=CC(=N2)N2CCC(CC2)NC(OC(C)(C)C)=O)C=C(C=C1)C